BrC1=C(C=CC=C1)NC(=O)NC1=CC=C(C2=C1NN=N2)C#N N-(2-bromophenyl)-N'-(4-cyano-1H-benzotriazol-7-yl)urea